COC1=CC=C(C(=N1)C)N1N=NC(=C1)C(=O)NCC=1SC(=NN1)C1=CC=CC=C1 1-(6-methoxy-2-methylpyridin-3-yl)-N-((5-phenyl-1,3,4-thiadiazol-2-yl)methyl)-1H-1,2,3-triazole-4-carboxamide